ClC1=CC=2C(C=3N(C2C=C1)C(C1=C(N3)N=CC=C1)=O)=O 9-chloropyrido[2',3':4,5]pyrimido[1,2-a]indole-5,11-dione